2,5,8-trimethoxy-1,4-naphthoquinone COC=1C(C2=C(C=CC(=C2C(C1)=O)OC)OC)=O